CC=1SC(=C(N1)C)C1=NN(C(C=C1)=O)CCNC(=O)C=1OC=CC1 N-[2-[3-(2,4-dimethyl-1,3-thiazol-5-yl)-6-oxopyridazin-1-yl]ethyl]furan-2-carboxamide